4-Methoxymethylisophthalaldehyde COCC1=C(C=C(C=O)C=C1)C=O